5-chloro-1-((2-phenylthiazol-5-yl)methyl)-1H-indazole-7-carboxylic acid ClC=1C=C2C=NN(C2=C(C1)C(=O)O)CC1=CN=C(S1)C1=CC=CC=C1